C1(=CC=CC=C1)C#CC(SCC)SCC (3-phenylprop-2-yne-1,1-diyl)bis(ethylsulfane)